OC[C@@H](C)NC(=O)C1=CC=2C=3C=C4C(=C(C3N(C2C=C1)C)C)C=CN=C4 (R)-N-(1-hydroxypropan-2-yl)-5,6-dimethyl-6H-pyrido[4,3-b]carbazole-9-carboxamide